NC1=NC=NC2=CC=C(C=C12)C1=CC=C(S1)CNC1=NC=C(C=C1C(=O)NCC1=CC(=C(C=C1)F)F)C(=O)N(C)C 2-({[5-(4-aminoquinazolin-6-yl)thiophen-2-yl]methyl}amino)-N3-(3,4-difluorobenzyl)-N5,N5-dimethylpyridine-3,5-dicarboxamide